rhodium NITRATE HYDRATE O.[N+](=O)([O-])[O-].[Rh+3].[N+](=O)([O-])[O-].[N+](=O)([O-])[O-]